C=1(N=CN2C1CNCC2)C(=O)N 6,8-dihydro-5H-imidazo[1,5-a]pyrazine-1-carboxamide